BrC1=CC(=CN2C1=NC(=CC2=O)N2CCC(CC2)(C)C)C 9-bromo-2-(4,4-dimethylpiperidin-1-yl)-7-methyl-4H-pyrido[1,2-a]pyrimidin-4-one